2,2-dimethyl-N-(pyridin-3-ylmethyl)butanamide CC(C(=O)NCC=1C=NC=CC1)(CC)C